(5-chloro-1-methyl-1H-pyrazolo[3,4-c]pyridin-3-yl)(cyclopentyl)methanone ClC=1C=C2C(=CN1)N(N=C2C(=O)C2CCCC2)C